2-chloro-4-(methylsulfanyl)thieno[2,3-d]pyrimidine-6-carboxylic acid isobutyl ester C(C(C)C)OC(=O)C1=CC2=C(N=C(N=C2SC)Cl)S1